COC(C1=C(C(=C(C=C1)F)F)CBr)=O.FC1=CN=C(C2=CC(=C(C=C12)C(=O)N)OC)OC[C@@H]1[C@H]2C([C@H]2C(N1)=O)C 4-fluoro-7-methoxy-1-{[(1s,2s,5r)-6-methyl-4-oxo-3-azabicyclo[3.1.0]hex-2-yl]methoxy}isoquinoline-6-carboxamide Methyl-2-bromomethyl-3,4-difluorobenzoate